3,9-bis(2-hydroxy-1,1-dimethylethyl)-2,4,8,10-tetraoxaspiro(5.5)undecane OCC(C)(C)C1OCC2(CO1)COC(OC2)C(CO)(C)C